2,8-dimethoxynaphthalene-1-carbonyl-diphenylphosphine oxide COC1=C(C2=C(C=CC=C2C=C1)OC)C(=O)P(C1=CC=CC=C1)(C1=CC=CC=C1)=O